2'-methoxycytidine-3'-phosphate P(=O)(O)(O)O[C@H]1[C@]([C@@H](O[C@@H]1CO)N1C(=O)N=C(N)C=C1)(O)OC